C1(=CC=CC=2C(=CC=CC12)C(=O)Cl)C(=O)Cl 1,5-naphthalenedicarboxylic acid dichloride